(S)-quinuclidin-3-yl (6-(3-(trifluoromethoxy)phenyl)-2,3-dihydrobenzofuran-3-yl)carbamat FC(OC=1C=C(C=CC1)C1=CC2=C(C(CO2)NC(O[C@@H]2CN3CCC2CC3)=O)C=C1)(F)F